Cl.CNC1CCC(CC1)C(=O)OC methyl (1r,4r)-4-(methylamino)cyclohexane-1-carboxylate hydrochloride